C(C=1C(O)=CC=CC1)=NO[2H] salicylaldoxime-d